O=C1NC2=C(N1CC=1C=C(C(=O)NCC(F)(F)F)C=CC1)C=CC=C2 3-((2-oxo-2,3-dihydro-1H-benzo[d]imidazol-1-yl)methyl)-N-(2,2,2-trifluoroethyl)benzamide